4-((9-cyclopentyl-7,7-difluoro-5-methyl-6-oxo-6,7,8,9-tetrahydro-5H-pyrimido[4,5-b][1,4]diazepin-2-yl)amino)-2-fluoro-5-methoxybenzamide C1(CCCC1)N1C2=C(N(C(C(C1)(F)F)=O)C)C=NC(=N2)NC2=CC(=C(C(=O)N)C=C2OC)F